ClC1=CC=C(C=C1)S(=O)(=O)C1=CC(=CC(=C1)S(=O)(=O)C1=CC=C(C=C1)Cl)S(=O)(=O)C1=CC=C(C=C1)Cl 1,3,5-tris-(4-chlorophenyl-sulphonyl)-benzene